bis(stearamide) gadolinium salt [Gd+2].C(CCCCCCCCCCCCCCCCC)(=O)[NH-].C(CCCCCCCCCCCCCCCCC)(=O)[NH-]